ClC1=CC(=C2C(=N1)C1(OCC2)COCC1)OCCN1C(CCC1)=O 1-(2-((2'-chloro-4,5,5',6'-tetrahydro-2H-spiro[furan-3,8'-pyrano[3,4-b]pyridin]-4'-yl)oxy)ethyl)pyrrolidin-2-one